(R)-2-(4-((1-(3-(difluoromethyl)-2-fluorophenyl)ethyl)amino)-6-methoxy-2-methyl-quinazolin-7-yl)propan-2-ol FC(C=1C(=C(C=CC1)[C@@H](C)NC1=NC(=NC2=CC(=C(C=C12)OC)C(C)(C)O)C)F)F